3,3-dimethylcaproic acid CC(CC(=O)O)(CCC)C